NC=1SC=2[C@H](N([C@@H](CC2N1)C)C(=O)OC(C)(C)C)C trans-(4R,6R)-tert-butyl 2-amino-4,6-dimethyl-6,7-dihydrothiazolo[5,4-c]pyridine-5(4H)-carboxylate